C(CCCCCCC)(=O)OC(CN(CCN(C)CC(CCCCCCCC)OC(CCCCCCC)=O)C)CCCCCCCC (ethane-1,2-diylbis(methylazanediyl))bis(decane-1,2-diyl) dioctanoate